methyl 4-oxo-2-((trifluoromethyl)thio)-4,5-dihydropyrrolo[1,2-a]quinoxaline-7-carboxylate O=C1C=2N(C3=CC=C(C=C3N1)C(=O)OC)C=C(C2)SC(F)(F)F